6,8-dioxo-5-azaspiro[3.4]octane-7-carboxylic acid methyl ester COC(=O)C1C(NC2(CCC2)C1=O)=O